cyclobutyl-magnesium bromide format C(=O)O.C1(CCC1)[Mg]Br